[Si](C)(C)(C(C)(C)C)OC(CC(C1=CC=CC=C1)O)C1=NN(C(=C1)C(=O)OCC)COCC[Si](C)(C)C ethyl 3-(1-((tert-butyldimethylsilyl) oxy)-3-hydroxy-3-phenylpropyl)-1-((2-(trimethylsilyl) ethoxy) methyl)-1H-pyrazole-5-carboxylate